4-(5-fluoro-2-nitrophenyl)-1,2,6-trimethylpiperazine FC=1C=CC(=C(C1)N1CC(N(C(C1)C)C)C)[N+](=O)[O-]